C(=C)C1=C(NC=C1)N1C(CCC1)=O 3-vinylpyrryl-pyrrolidone